NC(C)C1=NC(=CC2=C1CN(C2=O)C2=NC(=CC=C2)C2=NN=C(N2CC)C)N2[C@@H](CCC2)C 4-[(1ξ)-1-aminoethyl]-2-[6-(4-ethyl-5-methyl-4H-1,2,4-triazol-3-yl)pyridin-2-yl]-6-[(2R)-2-methyl-pyrrolidin-1-yl]-2,3-dihydro-1H-pyrrolo[3,4-c]pyridin-1-one